FC1=CC=C(C=C1)C1=NC=2C(=NC(=CC2)N[C@H]2CN(CC2)C)N1C1=CC=NC=C1 (3R)-N-[2-(4-fluorophenyl)-3-(pyridin-4-yl)-3H-imidazo[4,5-b]pyridin-5-yl]-1-methylpyrrolidin-3-amine